BrC=1C=C(C2=C(N(C=N2)C(C2=CC=CC=C2)(C2=CC=CC=C2)C2=CC=CC=C2)C1)CN1S(C2=C(O[C@@H](C1)CC)C=CC=C2)(=O)=O (R)-2-[(6-Bromo-1-trityl-1H-benzo[d]imidazole-4-yl)methyl]-4-ethyl-3,4-dihydro-2H-benzo[b][1,4,5]Oxathiazepine 1,1-dioxide